(R)-N-((S)-(3,5-dimethoxyphenyl)(2-((diphenylphosphanyl)methyl)-1-(phenyl-sulfonyl)-1H-indol-3-yl)methyl)-2-methylpropane-2-sulfinamide COC=1C=C(C=C(C1)OC)[C@H](N[S@](=O)C(C)(C)C)C1=C(N(C2=CC=CC=C12)S(=O)(=O)C1=CC=CC=C1)CP(C1=CC=CC=C1)C1=CC=CC=C1